bis-maleimidodiethylene glycol C1(C=CC(N1C(COCCO)(N1C(C=CC1=O)=O)O)=O)=O